(Z)-8-Methyl-2-nonenal CC(CCCC\C=C/C=O)C